2,6,6-trimethylcyclohex-2-ene CC=1CC(CCC1)(C)C